N-(4-(cyanomethyl)bicyclo[2.2.1]hept-1-yl)-2-(1-((1r,4r)-4-(cyanomethyl)cyclohexyl)-1,6-dihydroimidazo[4,5-d]pyrrolo[2,3-b]pyridin-2-yl)acetamide C(#N)CC12CCC(CC1)(C2)NC(CC2=NC=1C(=C3C(=NC1)NC=C3)N2C2CCC(CC2)CC#N)=O